P(OC1=CC=CC=C1)(OC1=CC=CC=C1)(=O)N Diphenyl phosphoramidate